(1-(3,6-Dimethoxypyridin-2-yl)propan-2-yl)carbamic acid tert-butyl ester C(C)(C)(C)OC(NC(CC1=NC(=CC=C1OC)OC)C)=O